((2S,6R)-2,6-Dimethylmorpholino)(5-(2,4,5-trifluoro-3-methoxyphenyl)isothiazol-3-yl)methanone C[C@@H]1O[C@@H](CN(C1)C(=O)C1=NSC(=C1)C1=C(C(=C(C(=C1)F)F)OC)F)C